ethyl 7-chloro-5-methyl-4-oxo-1-[3-(pyrazin-2-yl)-1,2,4-thiadiazol-5-yl]-1,4-dihydro-1,8-naphthyridine-3-carboxylate ClC1=CC(=C2C(C(=CN(C2=N1)C1=NC(=NS1)C1=NC=CN=C1)C(=O)OCC)=O)C